ClC=1C(=NC(=CC1)Cl)C(=O)N1C2C(C=3C=C(C=CC13)C)CN(CC2)C (3,6-dichloropyridin-2-yl)(2,8-dimethyl-1,2,3,4,4a,9b-hexahydro-5H-pyrido[4,3-b]indol-5-yl)methanone